N-[(1S,2S)-2-hydroxycyclohexyl]-4-methyl-3-({[5-(pyrazin-2-yl)pyridin-3-yl]methyl}amino)benzamide O[C@@H]1[C@H](CCCC1)NC(C1=CC(=C(C=C1)C)NCC=1C=NC=C(C1)C1=NC=CN=C1)=O